C(#N)C=1C=C(C=C(C1)F)[C@H]1NOCC1 (S)-3-(3-cyano-5-fluorophenyl)isoxazolidine